N-[3-(4-hydroxy-4-methylpiperidin-1-yl)-2,2-dimethylpropyl]-4H,5H,6H,7H,8H,9H-cycloocta[b]thiophene-2-carboxamide OC1(CCN(CC1)CC(CNC(=O)C1=CC2=C(S1)CCCCCC2)(C)C)C